ClC=1C(N(C(=CC1OCC1=NC=C(C=C1F)F)C)C1=CC(=NC=C1C)N1C(C(=CC=C1)C(C)C)=O)=O rel-3-chloro-4-[(3,5-difluoropyridin-2-yl)methoxy]-2'-(3-isopropyl-2-oxopyridin-1-yl)-5',6-dimethyl-[1,4'-bipyridin]-2-one